(2R)-8-fluoro-2-methyl-6-(trifluoromethyl)-2,4-dihydro-1,4-benzoxazin-3-one FC1=CC(=CC=2NC([C@H](OC21)C)=O)C(F)(F)F